1-[2-(phenylsulfanyl)pyrimidin-5-yl]-5,6-dihydropyrimidine-2,4(1H,3H)-dione C1(=CC=CC=C1)SC1=NC=C(C=N1)N1C(NC(CC1)=O)=O